FC=1C(=NC(=NC1)NC1=CC=C(C=N1)CN1CCN(CC1)C=O)C1=CC2=C(N(N=C2C(=C1)F)C)C(C)C 4-((6-((5-fluoro-4-(7-fluoro-3-isopropyl-2-methyl-2H-indazol-5-yl)pyrimidin-2-yl)amino)pyridin-3-yl)methyl)piperazine-1-carbaldehyde